Cl.O1CCC2=C1C=CC(=C2)[C@H](C)N (S)-1-(2,3-Dihydrobenzofuran-5-yl)ethanamine hydrochloride